bis-(ethoxyethyl) terephthalate C(C1=CC=C(C(=O)OCCOCC)C=C1)(=O)OCCOCC